CCCCCCCCCCCCCCCCCC(=O)O[C@H](COC(=O)CCCCCCCCCCCCCCC)COP(=O)(O)OC1[C@@H]([C@H](C([C@H]([C@H]1O)O)O)O)O The molecule is a 1-hexadecanoyl-2-acyl-sn-glycero-3-phospho-1D-myo-inositol in which the 2-acyl group is specified as octadecanoyl (stearoyl). It is a conjugate acid of a 1-hexadecanoyl-2-octadecanoyl-sn-glycero-3-phospho-D-myo-inositol(1-).